ClC=1C(=NC=CC1C1=NC(=C(C=C1)CNC[C@H]1NC(CC1)=O)OC)C=1C(=C(C=CC1)NC(=O)C=1SC=C(N1)CNCCO)C (S)-N-(3-(3'-chloro-6-methoxy-5-((((5-oxopyrrolidin-2-yl)methyl)amino)methyl)-[2,4'-bipyridin]-2'-yl)-2-methylphenyl)-4-(((2-hydroxyethyl)amino)methyl)thiazole-2-carboxamide